C(=O)(O)C=1C=C(C=CC1C(=O)O)C=1C=C(C=C(C1)C1=CC(=C(C=C1)C(=O)O)C(=O)O)C1=CC=CC=C1 3,5-bis(3,4-dicarboxyphenyl)biphenyl